2-(4-bromophenyl)-5-chloro-8-methyl-[1,2,4]triazolo[1,5-c]pyrimidine BrC1=CC=C(C=C1)C1=NN2C(=NC=C(C2=N1)C)Cl